C(C1=CC=CC=C1)NCC=1S(C=CC1)(=O)=O 2-((benzylamino)methyl)thiophene 1,1-dioxide